CC1=NN=C(S1)N1C(NC2=C1C=C(C=C2)S(=O)(=O)Cl)=O 3-(5-methyl-1,3,4-thiadiazol-2-yl)-2-oxo-1H-benzoimidazole-5-sulfonyl chloride